(4-(benzyloxy)phenyl)-1,2,3,6-tetrahydropyridine hydrochloride Cl.C(C1=CC=CC=C1)OC1=CC=C(C=C1)N1CCC=CC1